COC1=CC2=C(N=C(S2)NC(=O)C2C(C3CCC2C3)C(=O)O)C=C1 3-[(6-methoxy-1,3-benzothiazol-2-yl)carbamoyl]norbornane-2-carboxylic acid